S1CNCC1 dihydro-5H-thiazol